N-(3-(6-(4-(3H-imidazo[4,5-b]pyridin-7-yl)-1H-pyrazol-1-yl)pyridin-3-yl)-4,4,4-trifluorobutyl)isobutyramide N1=CNC2=NC=CC(=C21)C=2C=NN(C2)C2=CC=C(C=N2)C(CCNC(C(C)C)=O)C(F)(F)F